methyl 2-(3-hydroxypiperidin-4-yl)acetate Hydrochloride Cl.OC1CNCCC1CC(=O)OC